CC=1SC(=C(N1)C1=CC=CC=C1)OC1=CC(=NC=C1)NC=1C=C(C=CC1)CC#N 2-(3-((4-((2-Methyl-4-phenylthiazol-5-yl)oxy)pyridin-2-yl)amino)phenyl)acetonitrile